6-((5-hydroxy-3-methyl-1-oxoisoindolin-2-yl)methyl)benzo[d]oxazol-2(3H)-one OC=1C=C2C(N(C(C2=CC1)=O)CC1=CC2=C(NC(O2)=O)C=C1)C